FC=1C=C(C=C(C1)F)N(C(C)=O)C([2H])([2H])[2H] N-(3,5-difluorophenyl)-N-(methyl-d3)acetamide